3-(5-(1-(6-chloro-5-fluoro-3-methyl-1H-indole-2-carbonyl)piperidin-4-yl)-6-fluoro-1-oxoisoindolin-2-yl)piperidine-2,6-dione ClC1=C(C=C2C(=C(NC2=C1)C(=O)N1CCC(CC1)C=1C=C2CN(C(C2=CC1F)=O)C1C(NC(CC1)=O)=O)C)F